ClC=1C=C(C=CC1)N1C(\C(\CC1=O)=C\C1=C(OCC=2C=C(C(=O)OC)C=CC2OC)C=CC=C1)=O methyl (E)-3-((2-((1-(3-chlorophenyl)-2,5-dioxopyrrolidin-3-ylidene)methyl)phenoxy)methyl)-4-methoxybenzoate